2-[5-amino-3-(4-bromophenyl)-1H-pyrazol-1-yl]thiazole-4-carboxylic acid ethyl ester C(C)OC(=O)C=1N=C(SC1)N1N=C(C=C1N)C1=CC=C(C=C1)Br